1-[4-(5-{7-[2-(1-benzyl-2,6-Dioxopiperidin-3-yl)-1-oxo-2,3-dihydro-1H-isoindol-4-yl]-heptyloxy}-benzimidazol-1-yl)-benzeneyl]-3-(5-tert-butyl-2H-pyrazol-3-yl)-urea C(C1=CC=CC=C1)N1C(C(CCC1=O)N1C(C2=CC=CC(=C2C1)CCCCCCCOC1=CC2=C(N(C=N2)C2=CC=C(C=C2)NC(=O)NC=2NN=C(C2)C(C)(C)C)C=C1)=O)=O